Imidazolo[1,2-a]pyridine N=1C=CN2C1C=CC=C2